BrC1=CC=C(C=C1)[C@]12CN(C[C@@H]2C1)CC(C)(O)C 1-((1S,5R)-1-(4-bromophenyl)-3-azabicyclo[3.1.0]hexan-3-yl)-2-methylpropan-2-ol